CC(C)C=1SC(=CC1NC(NS(N(C=1C=NN(C1)C)[C@H]1CN(C[C@H](C1)F)C)(=O)=O)=O)C(C)C 3-[2,5-Bis(propan-2-yl)thiophen-3-yl]-1-{[(3R,5S)-5-fluoro-1-methylpiperidin-3-yl](1-methyl-1H-pyrazol-4-yl)sulfamoyl}urea